4-(((3R)-3-(2-((8-azabicyclo[3.2.1]octan-8-yl)methyl)acrylamido)piperidin-1-yl)methyl)-N-(4-(4-morpholino-7H-pyrrolo[2,3-d]pyrimidin-6-yl)phenyl)picolinamide trifluoroacetate FC(C(=O)O)(F)F.C12CCCC(CC1)N2CC(C(=O)N[C@H]2CN(CCC2)CC2=CC(=NC=C2)C(=O)NC2=CC=C(C=C2)C2=CC1=C(N=CN=C1N1CCOCC1)N2)=C